C(C)N(CCNC(=O)C1=C(NC(=C1C)\C=C\1/C(NC2=CC=C(C=C12)N)=O)C)CC 5-[5-Amino-2-oxo-1,2-dihydro-indol-(3Z)-ylidenemethyl]-2,4-dimethyl-1H-pyrrole-3-carboxylic acid (2-diethylamino-ethyl)-amide